FC1=CC=C(C=C1)N1N=NC(=C1C)C(=O)N 1-(4-fluorophenyl)-5-methyl-1H-1,2,3-triazole-4-carboxamide